C1(CCC1)C1=CN=C(S1)C=1C=C(C(=O)N[C@H](C)C=2C=NC(=NC2)C(F)(F)F)C=C(C1)O[C@@H]1COCC1 3-(5-cyclobutyl-1,3-thiazol-2-yl)-5-[(3S)-tetrahydrofuran-3-yloxy]-N-{(1R)-1-[2-(trifluoromethyl)pyrimidin-5-yl]ethyl}benzamide